N-stearylsarcosine C(CCCCCCCCCCCCCCCCC)N(C)CC(=O)O